ClC1=CN=CC(=N1)C=1C=CC(=NC1)NC(C(CC)C=1N=C(SC1)NS(=O)(=O)C1CC1)=O N-(5-(6-chloropyrazin-2-yl)pyridin-2-yl)-2-(2-(cyclopropanesulfonamido)thiazol-4-yl)butanamide